C(#N)C=1C=C(C(=NC1)C(=O)NC=1C=C2C(=NNC2=CC1)C1=CC(N(C=C1)C)=O)C 5-cyano-3-methyl-N-(3-(1-methyl-2-oxo-1,2-dihydropyridin-4-yl)-1H-indazol-5-yl)picolinamide